NC[C@H](CC(=O)O)C[C@@H](CCOCC)C (3s,5s)-3-aminomethyl-7-ethoxy-5-methyl-heptanoic acid